C(CCCCCCC)NC(=O)C1=C(C(=C(C(=C1C(=O)NCCCCCCCC)C(=O)NCCCCCCCC)C(=O)NCCCCCCCC)C(=O)NCCCCCCCC)C(=O)NCCCCCCCC N1,N2,N3,N4,N5,N6-hexaoctylbenzene-1,2,3,4,5,6-hexaformamide